N-methyl-anilinium C[NH2+]C1=CC=CC=C1